(S)-quinuclidin-3-yl((R)-2,2-dimethyl-5-(3-methyl-4-propoxyphenyl)-2,3-dihydro-1H-inden-1-yl)carbamate N12C[C@H](C(CC1)CC2)OC(N[C@@H]2C(CC1=CC(=CC=C21)C2=CC(=C(C=C2)OCCC)C)(C)C)=O